C1(CCCC1)N1C(=CC2=C1N=C(N=C2)NC2=NC=C(C=C2)CCCO)C(=O)N(C)C 7-cyclopentyl-2-((5-(3-hydroxypropyl)pyridin-2-yl)amino)-N,N-dimethyl-7H-pyrrolo[2,3-d]pyrimidine-6-carboxamide